N-([1,1':2',1''-Terphenyl]-3'-yl)-9-phenyl-N-(6-phenylnaphthalen-2-yl)-9H-carbazol-2-amine C1(=CC=CC=C1)C=1C(=C(C=CC1)N(C1=CC=2N(C3=CC=CC=C3C2C=C1)C1=CC=CC=C1)C1=CC2=CC=C(C=C2C=C1)C1=CC=CC=C1)C1=CC=CC=C1